tert-Butyl (4aS,7aR)-4-((S)-2-(5-chloropyridin-2-yl)-2-methylbenzo[d][1,3]dioxol-4-yl)hexahydrofuro[3,4-b]pyrazine-1(2H)-carboxylate ClC=1C=CC(=NC1)[C@@]1(OC2=C(O1)C=CC=C2N2[C@H]1[C@@H](N(CC2)C(=O)OC(C)(C)C)COC1)C